N-(4-chlorophenyl)benzophenone hydrazone ClC1=CC=C(C=C1)NN=C(C1=CC=CC=C1)C1=CC=CC=C1